7-(N-(2-(aziridine-1-yl)ethyl)sulfamoyl)-N,N-dipropyl-2,3-dihydrobenzo[b][1,4]dioxin-5-carboxamide N1(CC1)CCNS(=O)(=O)C=1C=C(C2=C(OCCO2)C1)C(=O)N(CCC)CCC